FC1=C(CCN2[C@@H]([C@H]([C@@H]([C@H](C2)O)O)O)C)C=CC(=C1)OC (2R,3R,4R,5S)-1-(2-fluoro-4-methoxyphenethyl)-2-methylpiperidine-3,4,5-triol